COC(=O)C1=NC(=NC(=C1)C)N1C[C@@H](CC1)OCC1=C(C=CC=C1)C(F)(F)F |r| (+-)-6-methyl-2-(3-((2-(trifluoromethyl)benzyl)oxy)pyrrolidin-1-yl)pyrimidine-4-carboxylic acid methyl ester